O[C@@H](CC(=O)[O-])C 3-(R)-hydroxybutyrate